5-chloro-1H-pyrazolo[4,3-b]pyridine-3-carboxylic acid ClC1=CC=C2C(=N1)C(=NN2)C(=O)O